Cl.N1C=C(C2=CC=CC=C12)CCNC=1N=C(C(=NC1C1=CC2=CC=CC=C2C=C1)C(=O)NC(N)=N)N 5-((2-(1H-indol-3-yl)ethyl)amino)-3-amino-N-carbamimidoyl-6-(naphthalen-2-yl)pyrazine-2-carboxamide hydrochloride